N1C=NC2=C1C=CC(=C2)C2=CC=C(C=C2)S(=O)(=O)N2CCC(CC2)NC2=NC=C(C=C2)C(F)(F)F N-(1-((4-(1H-benzo[d]imidazol-5-yl)phenyl)sulfonyl)piperidin-4-yl)-5-(trifluoromethyl)pyridin-2-amine